2-(4-((5-Cyclopropyl-3-(3,5-dichloropyridin-4-yl)isoxazol-4-yl)methoxy)bicyclo[2.2.2]octan-1-yl)-8-(trifluoromethyl)chinolin C1(CC1)C1=C(C(=NO1)C1=C(C=NC=C1Cl)Cl)COC12CCC(CC1)(CC2)C2=NC1=C(C=CC=C1C=C2)C(F)(F)F